C(C)(=O)C=1C(OC=CC1)=O acetyl-pyrone